C(C1=CC=CC=C1)OC(=O)N1CCN(CC1)C1=CC(=CC=C1)O.CC1=C(C(=CC=C1)C)C(C(=O)N)N1CCCC1 (2,6-dimethylphenyl)-2-(pyrrolidin-1-yl)acetamide benzyl-4-(3-hydroxyphenyl)piperazine-1-carboxylate